spiro[isochromane-1,4'-piperidin]-4-ol N1CCC2(CC1)OCC(C1=CC=CC=C12)O